C(C=C)(=O)SC(CSC=1SC(=NN1)SCC)CCC 2-acryloylthio-n-pentylthio-5-ethylthio-1,3,4-thiadiazole